2-(2-Bromoethoxy)ethanol BrCCOCCO